(S)-2-((S)-2-(3,5-difluorophenyl)-2-hydroxyacetamido)-N-((S)-5-methyl-6-oxo-6,7-dihydro-5H-dibenzo[b,d]azepin-7-yl)propanamide FC=1C=C(C=C(C1)F)[C@@H](C(=O)N[C@H](C(=O)N[C@H]1C2=C(C3=C(N(C1=O)C)C=CC=C3)C=CC=C2)C)O